C(#N)C=1C=NN2C1C=CC(=C2)NCCC 3-Cyano-6-propylaminopyrazolo[1,5-a]pyridin